O=C1N(CCN1C1=CC=CC=C1)C1CN(CCC1)C=1N=NC(=C(N1)NC=1C=C2CCNCC2=CC1)C(=O)N (3-(2-oxo-3-phenylimidazolin-1-yl)piperidin-1-yl)-5-((1,2,3,4-tetrahydroisoquinolin-6-yl)amino)-1,2,4-triazine-6-carboxamide